2-amino-4-(4-hydroxy-3,5-dimethylphenyl)-quinoline NC1=NC2=CC=CC=C2C(=C1)C1=CC(=C(C(=C1)C)O)C